4-chloro-2,3-dimethyl-thieno[3,2-c]pyridine ClC1=NC=CC2=C1C(=C(S2)C)C